(2-fluoro-6-hydroxyphenyl)boric acid FC1=C(C(=CC=C1)O)OB(O)O